CN(C1=CC=C(C=C1)OCC(C)C)C1=CC=C(OC=2N=C(C3=C(N2)C=NC=C3)O)C=C1 2-[4-[N-methyl-4-(2-methylpropoxy)anilino]phenoxy]pyrido[3,4-d]pyrimidin-4-ol